[Cl-].[Cl-].C[Si](=[Zr+2](C1C=CC2=CC=CC=C12)C1C=CC2=CC=CC=C12)C dimethylsilylenebis(indenyl)zirconium dichloride